C(C)(C)C1=C(C=C(C=C1)C=1C=C2CCN(C(C2=CC1)=O)C=1C=CC(=C(C1)NS(=O)(=O)C)OCOCCOC)C(F)(F)F N-(5-(6-(4-isopropyl-3-(trifluoromethyl)phenyl)-1-oxo-3,4-dihydroisoquinolin-2(1H)-yl)-2-((2-methoxyethoxy)methoxy)phenyl)methanesulfonamide